2-Amino-N-[1-(8-chloro-5-pyrazin-2-ylimidazo[1,5-a]pyridin-6-yl)ethyl]pyrazolo[1,5-a]pyrimidine-3-carboxamide trifluoroacetate salt FC(C(=O)O)(F)F.NC1=NN2C(N=CC=C2)=C1C(=O)NC(C)C=1C=C(C=2N(C1C1=NC=CN=C1)C=NC2)Cl